N1CC(C1)OC=1C=C2C=NN(C2=CC1)C=1C=C(C(=C(C1)O)F)F 5-(5-(azetidin-3-yloxy)-1H-indazol-1-yl)-2,3-difluorophenol